6-([1,1'-biphenyl]-4-yl)-2,4-bis(4-(4,4-dimethyloxazolin-2-yl)phenyl)pyrimidine C1(=CC=C(C=C1)C1=CC(=NC(=N1)C1=CC=C(C=C1)C=1OCC(N1)(C)C)C1=CC=C(C=C1)C=1OCC(N1)(C)C)C1=CC=CC=C1